FC1=C(C=C(C=C1OC)Br)OC 4-fluoro-3,5-dimethoxybromobenzene